B(=O)N boranamide